(R)-(2-(2-methoxy-7-methylquinoxalin-5-yl)-7,8-dihydrobenzofuro[5,4-d]thiazol-7-yl)methyl carbonochloridate C(OC[C@@H]1OC2=C(C1)C1=C(N=C(S1)C1=C3N=CC(=NC3=CC(=C1)C)OC)C=C2)(=O)Cl